4-bromo-N-(5-phenylisoxazol-3-yl)benzenesulfonamide BrC1=CC=C(C=C1)S(=O)(=O)NC1=NOC(=C1)C1=CC=CC=C1